(S)-2-isobutyramido-4-((2-phenoxyethyl)(4-(5,6,7,8-tetrahydro-1,8-naphthyridin-2-yl)butyl)amino)butanoic acid C(C(C)C)(=O)N[C@H](C(=O)O)CCN(CCCCC1=NC=2NCCCC2C=C1)CCOC1=CC=CC=C1